F[C@H]1CN(CC[C@H]1OC)C1=NC=CC(=N1)NC=1N=CC2=C(C=CC(=C2C1)[C@@H]1[C@@H](CC1)NC(C#CC)=O)N1CC(C1)CS(=O)(=O)C N-((1R,2R)-2-(3-((2-((3S,4R)-3-fluoro-4-methoxypiperidin-1-yl)pyrimidin-4-yl)amino)-8-(3-((methylsulfonyl)methyl)azetidin-1-yl)isoquinolin-5-yl)cyclobutyl)but-2-ynamide